FC1=C(C=CC=2OCOC21)C=2C=C1C(=NC2)N(N=C1NC(=O)C1(CC1)C)CCC(C)(C)O N-(5-(4-fluorobenzo[d][1,3]dioxol-5-yl)-1-(3-hydroxy-3-methylbutyl)-1H-pyrazolo[3,4-b]pyridin-3-yl)-1-methylcyclopropane-1-carboxamide